C(#C)C=1C=C(C=CC1)N1[C@@H]2CN([C@H](C1)C2)C(=O)OC(C)(C)C tert-butyl (1S,4S)-5-(3-ethynylphenyl)-2,5-diazabicyclo[2.2.1]heptan-2-carboxylate